N-(3-(dimethylamino)benzyl)-3-((dimethylamino)methyl)-N-(3-methoxybenzyl)aniline CN(C=1C=C(CN(C2=CC(=CC=C2)CN(C)C)CC2=CC(=CC=C2)OC)C=CC1)C